N-(8-Fluoro-2-methyl-imidazo[1,2-a]pyridin-6-yl)-5-[6-(methylamino)-3-azabicyclo[3.1.0]hexan-3-yl]pyrazine-2-carboxamide FC=1C=2N(C=C(C1)NC(=O)C1=NC=C(N=C1)N1CC3C(C3C1)NC)C=C(N2)C